OC1(CCCCC1)C(C#N)C1=CC=C(C=C1)OC (1-hydroxycyclohexyl)-2-(4-methoxyphenyl)acetonitrile